tert-butyl N-(2,2-difluoroethyl)-N-[(1S)-2-(5,6-dimethylpyrido[4,3-b]carbazol-9-yl)oxy-1-methyl-ethyl]carbamate FC(CN(C(OC(C)(C)C)=O)[C@H](COC1=CC=2C=3C=C4C(=C(C3N(C2C=C1)C)C)C=CN=C4)C)F